tritylborate C(C1=CC=CC=C1)(C1=CC=CC=C1)(C1=CC=CC=C1)OB([O-])[O-]